bis(2-ethylhexyl)sulphosuccinate sodium salt [Na+].C(C)C(CC(C(C(=O)[O-])S(=O)(=O)O)(C(=O)[O-])CC(CCCC)CC)CCCC.[Na+]